C(#N)C1=CN=C2N1C1=CC(=NC=C1C=C2C=2C=NC(=CC2C)C(CC)O)NC(=O)C2C(C2)(F)F N-(1-cyano-4-(6-(1-hydroxypropyl)-4-methylpyridin-3-yl)imidazo[1,2-a][1,6]naphthyridin-8-yl)-2,2-difluorocyclopropane-1-carboxamide